(1S,2R)-2-ALLYLCYCLOPENTANE-1-SULFONAMIDE C(C=C)[C@@H]1[C@H](CCC1)S(=O)(=O)N